(R)-3-ethyl-2-(1-(4-methyl-1,4-diazepan-1-yl)butyl)-6-(trifluoromethyl)quinazolin-4(3H)-one C(C)N1C(=NC2=CC=C(C=C2C1=O)C(F)(F)F)[C@@H](CCC)N1CCN(CCC1)C